5'-methyl-4-pentyl-2'-(prop-1-en-2-yl)-3-(1H-pyrrol-2-yl)-[1,1'-biphenyl]-2,6-diol CC=1C=CC(=C(C1)C=1C(=C(C(=CC1O)CCCCC)C=1NC=CC1)O)C(=C)C